COC1N(CCC2=CC=C(C=C12)NC=1N=CC2=C(N1)N(C=C2)C=2C=NC=CC2)C methoxy-2-methyl-N-(7-(pyridin-3-yl)-7H-pyrrolo[2,3-d]pyrimidin-2-yl)-1,2,3,4-tetrahydroisoquinolin-7-amine